Cl.CC(C(N)C12CC(C1)(C2)C2=CC=CC=C2)C 2-methyl-1-(3-phenylbicyclo[1.1.1]pentan-1-yl)propan-1-amine hydrochloride